N,N-di(2-carboxyphenyl)-2,6-pyridinedicarboxamide europium [Eu].C(=O)(O)C1=C(C=CC=C1)N(C(=O)C1=NC(=CC=C1)C(=O)N)C1=C(C=CC=C1)C(=O)O